COC1=CC=C(C(=O)N2CC3=CC=CC(=C3CC2)C(CC(=O)O)C2=CC3=C(C=C2)OCO3)C=C1 3-(2-(4-methoxybenzoyl)-1,2,3,4-tetrahydroisoquinolin-5-yl)-3-(4-(3,4-methylenedioxy)phenyl)propanoic acid